(Z)-5-((6-chloro-1-(pyridin-2-ylmethyl)-1H-indol-3-yl)methylene)thiazolidine-2,4-dione ClC1=CC=C2C(=CN(C2=C1)CC1=NC=CC=C1)\C=C/1\C(NC(S1)=O)=O